ClC1=CC(=C(O[C@H](C(=O)O)C)C=C1)C=1SC=CC1 (2S)-2-[4-chloro-2-(thiophen-2-yl)phenoxy]propionic acid